sulfanilamide azide [N-]=[N+]=[N-].S(=O)(C1=CC=C(C=C1)N)(=O)N